2-oxo-1H-pyrazin O=C1NC=CN=C1